4-AMINO-PYRIDAZINE-3-CARBOXYLIC ACID NC1=C(N=NC=C1)C(=O)O